ClC=1N=C(C=2CN(CCC2C1C#N)C(C)C=1C=NC(=CC1)OC1COC1)NCC#N 3-chloro-1-(cyanomethylamino)-7-[1-[6-(oxetan-3-yloxy)-3-pyridyl]ethyl]-6,8-dihydro-5H-2,7-naphthyridine-4-carbonitrile